5-ethoxy-N-{2-[4-({[3-(methylsulfanyl)phenyl]formamido}methyl)phenyl]ethyl}-1H-pyrazole-3-carboxamide C(C)OC1=CC(=NN1)C(=O)NCCC1=CC=C(C=C1)CNC(=O)C1=CC(=CC=C1)SC